N1CC(C1)C(C)(O)C=1C=C(C(=NC1)C=1C=C(SC1C)C(=O)OC)OCC1=CC(=CC(=C1)F)F methyl 4-{5-[1-(azetidin-3-yl)-1-hydroxyethyl]-3-[(3,5-difluorophenyl)methoxy]pyridin-2-yl}-5-methylthiophene-2-carboxylate